8,8-dimethoxy-3,6-bis(4-methoxyphenyl)oct-2,6-diene-4-ynoaldehyde COC(C=C(C#CC(=CC=O)C1=CC=C(C=C1)OC)C1=CC=C(C=C1)OC)OC